S1C(=NC2=C1C=CC=C2)C2=C(SC=1CN(CCC12)C(=O)OCC1=CC=CC=C1)NC(=O)NCCNC(C)C Benzyl 3-(Benzo[d]thiazol-2-yl)-2-(3-(2-(isopropylamino)ethyl)ureido)-4,7-dihydrothieno[2,3-c]pyridine-6(5H)-carboxylate